trimethoxyboron COB(OC)OC